C[C@@]12[C@H](C=C[C@H]1[C@@H]1CCC=3C=C(C=CC3[C@H]1CC2)O)O estra-1,3,5(10),15-tetraene-3,17β-diol